N-phenyl-4-(1-phenyl-1H-benzimidazol-2-yl)aniline C1(=CC=CC=C1)NC1=CC=C(C=C1)C1=NC2=C(N1C1=CC=CC=C1)C=CC=C2